trans-4-((4-(2-Isopropyloxazol-4-yl) pyridine-2-yl)((trans-4-(5-methoxy-6-methylpyridin-2-yl)cyclohexyl)methyl) carbamoyl)cyclohexyl 3-(methylsulfonyl)azetidine-1-carboxylate CS(=O)(=O)C1CN(C1)C(=O)O[C@@H]1CC[C@H](CC1)C(N(C[C@@H]1CC[C@H](CC1)C1=NC(=C(C=C1)OC)C)C1=NC=CC(=C1)C=1N=C(OC1)C(C)C)=O